2-((2R,5S)-2-(1H-indazol-5-yl)-5-methylpiperidin-1-yl)-2-oxoacetamide N1N=CC2=CC(=CC=C12)[C@@H]1N(C[C@H](CC1)C)C(C(=O)N)=O